N-(6-fluoro-5-methylpyridin-3-yl)-1-(2-fluoroethyl)-5-(2-((1-hydroxy-2-methylpropan-2-yl)amino)-2-oxoacetyl)-2,4-dimethyl-1H-pyrrole-3-carboxamide FC1=C(C=C(C=N1)NC(=O)C1=C(N(C(=C1C)C(C(=O)NC(CO)(C)C)=O)CCF)C)C